4-(4-methylpiperazin-1-yl)-5-(trifluoromethyl)benzene-1,2-diamine CN1CCN(CC1)C=1C=C(C(=CC1C(F)(F)F)N)N